(3S)-3-[(4-amino-2-fluorophenyl)carbamoyl]pyrrolidine-1-carboxylic acid tert-butyl ester C(C)(C)(C)OC(=O)N1C[C@H](CC1)C(NC1=C(C=C(C=C1)N)F)=O